NC=1C=2N(C=CN1)C(=NC2C2=CC=C(C=C2)[C@@](C(F)(F)F)(C2=CC=CC=C2)O)[C@H]2CN1C(CC[C@@H]1CC2)=O (6R,8aS)-6-(8-Amino-1-{4-[(1R)-2,2,2-trifluoro-1-hydroxy-1-phenylethyl]phenyl}imidazo[1,5-a]pyrazin-3-yl)hexahydroindolizin-3(2H)-on